(S)-tert-butyl ((2-oxo-1-(2-phenylallyl)cyclohexyl)methyl)carbamate O=C1[C@@](CCCC1)(CC(=C)C1=CC=CC=C1)CNC(OC(C)(C)C)=O